C(C)C(C(=O)O)=CC(=O)O 2-ethylbut-2-enedioic acid